S1C(=NC2=C1C=CC=C2)OC2=CC=C(C=C2)C(C)(CC)O 2-[4-(1,3-benzothiazol-2-yloxy)phenyl]butan-2-ol